C1CCC2=C(C=CC=C12)C1=C(C=C2C(=N1)C(=NN2)C=2C=CC(=NC2)N2CC(C2)C(C(=O)NC)O)OC (1-(5-(5-(2,3-dihydro-1H-inden-4-yl)-6-methoxy-1H-pyrazolo[4,3-b]pyridin-3-yl)pyridin-2-yl)azetidin-3-yl)-2-hydroxy-N-methylacetamide